1-(5-bromo-2-tetrahydropyran-2-yl-1,2,4-triazol-3-yl)-3-[tert-butyl-(dimethyl)silyl]oxy-3-(2-chlorophenyl)propan-1-ol BrC=1N=C(N(N1)C1OCCCC1)C(CC(C1=C(C=CC=C1)Cl)O[Si](C)(C)C(C)(C)C)O